2-(thiazol-4-yl)-3H-imidazo[4,5-g]quinoline-4,9-dione S1C=NC(=C1)C=1NC2=C(C(C=3C=CC=NC3C2=O)=O)N1